FC=1C=C2C(=NNC2=CC1OCCOC)C1=CC(=NO1)C1=CC=C(C=C1)S(=O)(=O)N(C)C 4-{5-[5-Fluoro-6-(2-methoxyethoxy)-1H-indazol-3-yl]-1,2-oxazol-3-yl}-N,N-dimethyl-benzene-1-sulfonamide